C(C)(C)(C)OC(=O)NC(C(=O)O)CCCCNC(=O)OC(C)(C)C 2,6-di-t-butoxycarbonylaminohexanoic acid